FC(C(=O)O)(F)F.N1CC(C1)CN(C(C(F)(F)F)=O)C1C(C1)C1=CC=C(C=C1)F N-(azetidin-3-ylmethyl)-2,2,2-trifluoro-N-(2-(4-fluorophenyl)cyclopropyl)acetamide trifluoroacetate salt